C(=O)(OC(C)(C)C)[C@H]1CN(CCC1)N (R)-3-Boc-Amino-piperidine